6-chloro-5-methoxy-2-(3-(methoxymethyl)-1H-1,2,4-triazol-5-yl)-1-methyl-3-(1H-pyrazol-4-yl)-1H-pyrrolo[3,2-b]pyridine ClC=1C=C2C(=NC1OC)C(=C(N2C)C2=NC(=NN2)COC)C=2C=NNC2